dimethylsulfonium C[SH+]C